10-Hydroxy-decanoic acid OCCCCCCCCCC(=O)O